4-(3-fluoro-4-methylbenzyl)-3-methyl-6,7-dihydro-4H-thieno[3,2-b]azepine-5,8-dione FC=1C=C(CN2C3=C(C(CCC2=O)=O)SC=C3C)C=CC1C